OC1C(C=CC=C1)(C)CCC(CC)=O 2-hydroxy-1-methyl-phenylpropione